3-sec-butylpentan-2,4-dione C(C)(CC)C(C(C)=O)C(C)=O